3-(4-amino-3-methylphenyl)-1-cyclopropyl-1H-pyrazolo[3,4-d]Pyrimidine-4-amine NC1=C(C=C(C=C1)C1=NN(C2=NC=NC(=C21)N)C2CC2)C